NCC[C@H](C(=O)N[C@H](C(=O)N[C@@H](CCCN)C1=NC(=NO1)CC1=CC=CC=C1)CC1=C(C=C(C=C1C)O)C)NC(=N)N (R)-4-amino-N-((S)-1-(((S)-4-amino-1-(3-benzyl-1,2,4-oxadiazol-5-yl)butyl)amino)-3-(4-hydroxy-2,6-dimethylphenyl)-1-oxopropan-2-yl)-2-guanidinobutyramide